C1(CCCCC1)C[C@H](C(=O)N1CC([C@](CC1)(O)CN1C(C=C(C(=C1)C(=O)N1[C@@H](CNCC1)CO)C1=CC=CC=C1)=O)(C)C)C 1-(((S)-1-((R)-3-Cyclohexyl-2-methylpropanoyl)-4-hydroxy-3,3-dimethylpiperidin-4-yl)methyl)-5-((S)-2-(hydroxymethyl)piperazin-1-carbonyl)-4-phenylpyridin-2(1H)-on